4-cyclopropyl-N-((1S)-((S)-3,3-difluorocyclohexyl)(2-(((3R,5R)-2-oxo-5-(trifluoromethyl)piperidin-3-yl)methyl)imidazo[1,2-b][1,2,4]triazin-6-yl)methyl)-1,2,5-oxadiazole-3-carboxamide C1(CC1)C=1C(=NON1)C(=O)N[C@H](C=1N=C2N(N=C(C=N2)C[C@@H]2C(NC[C@@H](C2)C(F)(F)F)=O)C1)[C@@H]1CC(CCC1)(F)F